2-(4-((5-(benzyloxy)-2-(2,6-dimethylphenyl)-3-fluoro-1H-indol-1-yl)methyl)phenyl)-N-ethylethan-1-amine C(C1=CC=CC=C1)OC=1C=C2C(=C(N(C2=CC1)CC1=CC=C(C=C1)CCNCC)C1=C(C=CC=C1C)C)F